N-ethyl-N'-(5-fluoro-4-(3-((3-fluoro-5-methylbenzyl)oxy)oxetan-3-yl)-2-methylphenyl)-N-methylformimidamide C(C)N(C=NC1=C(C=C(C(=C1)F)C1(COC1)OCC1=CC(=CC(=C1)C)F)C)C